FC1=CC=C(C=C1)[Si@H](C1=C(C=CC=C1)P1CC2=C(C3=C(C1)C=CC1=CC=CC=C13)C=1C=CC=CC1C=C2)C (4R,11bS)-4-(2-((R)-(4-Fluorophenyl)(methyl)silyl)phenyl)-4,5-dihydro-3H-dinaphtho[2,1-c:1',2'-e]phosphepine